ClC=1C=C(C=2N(N1)C(=CN2)C(=O)O)N(C)CC2=CC=C(C=C2)OC 6-Chloro-8-{[(4-methoxyphenyl)methyl](methyl)amino}imidazo[1,2-b]pyridazine-3-carboxylic acid